C(#N)C=1C=C(C=NC1)S(=O)(=O)N([C@@H](C(F)(F)F)C1=CC(=CC=C1)F)CC (R)-5-cyano-N-ethyl-N-(2,2,2-trifluoro-1-(3-fluorophenyl)ethyl)pyridine-3-sulfonamide